5-({3-fluoro-2-[(methylsulfamoyl)amino]pyridin-4-yl}methyl)-4-methoxypyridin-3-amine FC=1C(=NC=CC1CC=1C(=C(C=NC1)N)OC)NS(NC)(=O)=O